Cl.N1[C@@H](CCC1)C(=O)N prolinamide-HCl